C[C@@H]1N(CC2(C1)CCN(CC2)C2=CC=C(C=C2)C(=O)N2CCC(CC2)=O)C2=CC(=C(C#N)C=C2)C(F)(F)F (S)-4-(3-methyl-8-(4-(4-oxopiperidine-1-carbonyl)phenyl)-2,8-diazaspiro[4.5]decan-2-yl)-2-(trifluoromethyl)benzonitrile